OC1CCC2=C(N(C(=N2)C)C2=C(C=CC3=CN(N=C23)CC2=C3C=CNC3=C(C=C2S(=O)(=O)C)C)C#N)C1 7-(6-hydroxy-2-methyl-4,5,6,7-tetrahydro-1H-benzo[d]imidazol-1-yl)-2-((7-methyl-5-(methylsulfonyl)-1H-indol-4-yl)methyl)-2H-indazole-6-carbonitrile